NC1=C(C=2C=NC=C(C2N1C1=C(C(=CC(=C1C)O)F)C)F)C(=O)N 2-amino-7-fluoro-1-(3-fluoro-5-hydroxy-2,6-dimethylphenyl)-1H-pyrrolo[3,2-c]pyridine-3-carboxamide